beta-methylsulfonyl-5alpha-hydroxy-6beta-[2-(1H-imidazol-4-yl)ethylamino]cholestane CS(=O)(=O)C(CN[C@@H]1C[C@H]2[C@@H]3CC[C@H]([C@@H](CCCC(C)C)C)[C@]3(CC[C@@H]2[C@]2(CCCC[C@]12O)C)C)C=1N=CNC1